2-(2-oxo-2-hydroxyethylamino)benzoic acid O=C(CNC1=C(C(=O)O)C=CC=C1)O